BrC=1C=C(SC1)/C=C/C(=O)OCC ethyl (2E)-3-(4-bromothiophen-2-yl)acrylate